trans-6-chloro-4-((4-((cyclobutylmethyl)(4-fluoro-2-methylphenyl)amino)cyclohexyl)(methyl)amino)-1-methyl-2-oxo-1,2-dihydro-1,5-naphthyridine-3-carbonitrile ClC=1N=C2C(=C(C(N(C2=CC1)C)=O)C#N)N(C)[C@@H]1CC[C@H](CC1)N(C1=C(C=C(C=C1)F)C)CC1CCC1